sulfinylbis(2-tert-butyl-5-methylphenol) S(=O)(C=1C(=C(C=C(C1)C)O)C(C)(C)C)C=1C(=C(C=C(C1)C)O)C(C)(C)C